N[C@@H](CO)CC(C)C (R)-2-amino-4-methylpentan-1-ol